N-((2-(4-(3-hydroxypropoxy)phenyl)thiazol-5-yl)methyl)-11-oxo-10,11-dihydrodibenzo[b,f][1,4]thiazepine-8-carboxamide 5,5-dioxide OCCCOC1=CC=C(C=C1)C=1SC(=CN1)CNC(=O)C1=CC2=C(S(C3=C(C(N2)=O)C=CC=C3)(=O)=O)C=C1